C(C)(C)NC1=NC2=CC(=CC=C2C=C1)C(=O)O (isopropylamino)quinoline-7-carboxylic acid